OC=1C=C(C(=O)NC(C2=C(C=C(C(=C2)O)C(=O)O)O)=O)C=CC1O N-(3,4-Dihydroxybenzoyl)4-carboxy-2,5-dihydroxybenzamid